COC=1C=C(C=CC1)NC(CCCCC)=O N-(3-methoxyphenyl)hexanamide